6-(4-fluoro-2-(3-hydroxyazetidin-1-yl)benzo[d]thiazol-6-yl)-5-methyl-4,5-dihydropyridazin-3(2H)-one FC1=CC(=CC2=C1N=C(S2)N2CC(C2)O)C=2C(CC(NN2)=O)C